Cl.C12CC(CC(CC1)N2)OC2=CC1=C(N=CN=C1NC1=CC(=C(C=C1)OC1=CC=3N(C=C1)N=CN3)C)C=N2 6-((endo-8-Azabicyclo[3.2.1]octan-3-yl)oxy)-N-(4-([1,2,4]triazolo[1,5-a]pyridin-7-yloxy)-3-methylphenyl)pyrido[3,4-d]pyrimidin-4-amine hydrochloride